CN1C=NC2=C1C=C(C=C2)C=2C(=NN1C2OCCC1)C=1C=C(C=CC1)C 3-(1-Methyl-1H-benzo[d]imidazol-6-yl)-2-(m-tolyl)-6,7-dihydro-5H-pyrazolo[5,1-b][1,3]oxazine